CC1=C(C=2N(N=C1N1CC=3C=C(C=NC3CC1)C=1C=NC(=CC1)N1CCCCC1)C(C=CN2)=O)C 8,9-dimethyl-7-(3-(6-(piperidin-1-yl)pyridin-3-yl)-7,8-dihydro-1,6-naphthyridin-6(5H)-yl)-4H-pyrimido[1,2-b]pyridazin-4-one